methyl (S)-7-(1-methoxyethyl)-2-methylthiazolo[5,4-b]pyridine-6-carboxylate CO[C@@H](C)C1=C2C(=NC=C1C(=O)OC)SC(=N2)C